2-(3,5-dichloro-4-((2-(pyridazin-3-ylmethyl)-1-oxo-1,2,3,4-tetrahydroisoquinolin-6-yl)oxy)phenyl)-1,2,4-triazine-3,5(2H,4H)-dione ClC=1C=C(C=C(C1OC=1C=C2CCN(C(C2=CC1)=O)CC=1N=NC=CC1)Cl)N1N=CC(NC1=O)=O